tert-butyl (3R,4R)-4-[[4-[3-(2,6-dibenzyloxy-3-pyridyl)-5-fluoro-1-methyl-indazol-6-yl]-3,6-dihydro-2H-pyridin-1-yl]methyl]-3-methyl-piperidine-1-carboxylate C(C1=CC=CC=C1)OC1=NC(=CC=C1C1=NN(C2=CC(=C(C=C12)F)C=1CCN(CC1)C[C@H]1[C@H](CN(CC1)C(=O)OC(C)(C)C)C)C)OCC1=CC=CC=C1